OC(CSC1=CC=C(C=C1)NC1=NC=C2C=CN=C(C2=C1)N1CCC(CC1)C#N)C 1-(7-((4-((2-hydroxypropyl)thio)phenyl)amino)-2,6-naphthyridin-1-yl)piperidine-4-carbonitrile